O1COC2=C1C=CC(=C2)C2=CC(=CC(=N2)N2N=CC=1C(=NC(=CC12)C=1C=NC=CC1OC)C)N1[C@@H]([C@H](C1)CS(=O)(=O)C)C 1-(6-(Benzo[d][1,3]dioxol-5-yl)-4-((2R,3S)-2-methyl-3-((methylsulfonyl)methyl)azetidin-1-yl)pyridin-2-yl)-6-(4-methoxypyridin-3-yl)-4-methyl-1H-pyrazolo[4,3-c]pyridine